N-[4-[(6,7-dimethoxy-1,5-naphthyridin-4-yl)oxy]-3-fluorophenyl]-4-hydroxy-2,6-dimethyl-5-(5-methylfuran-2-yl)pyridine-3-carboxamide COC=1N=C2C(=CC=NC2=CC1OC)OC1=C(C=C(C=C1)NC(=O)C=1C(=NC(=C(C1O)C=1OC(=CC1)C)C)C)F